ClC=1C=C2C=CN(C2=C(C1)C1=C2C(=NC=C1)C=C(S2)CN2C(C1(CC2=O)CCCC1)=O)CC1(CCNCC1)C#N 4-((5-Chloro-7-(2-((1,3-dioxo-2-azaspiro[4.4]nonan-2-yl)methyl)thieno[3,2-b]pyridin-7-yl)-1H-indol-1-yl)methyl)piperidine-4-carbonitrile